[N+](=O)([O-])[O-].[Y+3].[N+](=O)([O-])[O-].[N+](=O)([O-])[O-] yttrium nitrate